CNC1=NC=C(C=C1N)C(F)(F)F N2-methyl-5-trifluoromethylpyridine-2,3-diamine